BrC=1C=C(C(=CC1)NC1CC(C1)(F)F)N 4-bromo-N-(3,3-difluorocyclobutyl)benzene-1,2-diamine